FC=1C=C(C=NC1)CO (5-fluoro-3-pyridyl)methanol